5-[4-amino-5-(trifluoromethyl)pyrrolo[2,1-f][1,2,4]triazin-7-yl]-N-[(3R,4S)-4-fluoro-1-[6-(trifluoromethyl)pyridine-3-carbonyl]pyrrolidin-3-yl]-2-methylbenzamide NC1=NC=NN2C1=C(C=C2C=2C=CC(=C(C(=O)N[C@@H]1CN(C[C@@H]1F)C(=O)C=1C=NC(=CC1)C(F)(F)F)C2)C)C(F)(F)F